[Cl-].C(C(=C)C)(=O)OCCC=1N=C(NC1)CCCC methacryloyloxyethyl-butylimidazole chloride